(2R)-2-{[(1,2,3,5,6,7-hexahydro-s-indacen-4-yl)carbamoyl]oxy}-3-(1H-pyrazol-1-yl)propionic acid C1CCC2=C(C=3CCCC3C=C12)NC(=O)O[C@@H](C(=O)O)CN1N=CC=C1